1-(methyl-d3)-4-(prop-1-en-2-yl-d5)cyclohex-1-ene C(C1=CCC(CC1)C(=C([2H])[2H])C([2H])([2H])[2H])([2H])([2H])[2H]